C1(CCCCC1)C1=C(N=C(S1)N1C([C@@H]2N(CCNC2)CC1)=O)C(F)(F)F (R)-8-(5-Cyclohexyl-4-(trifluoromethyl)thiazol-2-yl)-9-oxooctahydro-2H-pyrazino[1,2-a]pyrazin